ClC1=C(C(=O)NC2=C3C=NN(C3=CC=C2)C2=CC(=NC(=C2)C)C)C(=CC=C1CNC(C(C)(C)C)=O)Cl 2,6-Dichloro-3-{[(2,2-dimethylpropanoyl)amino]methyl}-N-[1-(2,6-dimethylpyridin-4-yl)-1H-indazol-4-yl]benzamide